CN1C([C@H](N(CC1)CCOC1=CC=C(C=C1)B1OC(C(O1)(C)C)(C)C)C)=O (R)-1,3-dimethyl-4-{2-[4-(4,4,5,5-tetramethyl-1,3,2-dioxaborolan-2-yl)phenoxy]ethyl}piperazin-2-one